(rac)-Ethyl 2-[1-(4-bromophenyl)-2-hydroxypropylidene]hydrazinecarboxylate BrC1=CC=C(C=C1)C([C@@H](C)O)=NNC(=O)OCC |r|